ClC1=C(C=C(C=C1)NC(=O)N1[C@H]2C[C@H](C[C@@]1(C2)CC#N)C)N2N=CC=N2 (1R,3R,5S)-N-(4-chloro-3-(2H-1,2,3-triazol-2-yl)phenyl)-1-(cyanomethyl)-3-methyl-6-azabicyclo[3.1.1]heptane-6-carboxamide